C(C)C=1SC(=CN1)S(=O)(=O)N 2-ethylthiazole-5-sulfonamide